1-{4-[(3-Fluorobenzyl)sulfonyl]-2-nitrophenyl}-4-(3-nitrobenzyl)piperazine FC=1C=C(CS(=O)(=O)C2=CC(=C(C=C2)N2CCN(CC2)CC2=CC(=CC=C2)[N+](=O)[O-])[N+](=O)[O-])C=CC1